C(C1=CC=CC=C1)OCCN1C(C[C@@H](C1)O)=O (4S)-1-(2-benzyloxyethyl)-4-hydroxy-pyrrolidin-2-one